propyl Trimethylacetate CC(C(=O)OCCC)(C)C